Ethyl (1R,2S)-2-(2-hydroxyethyl)cyclopropanecarboxylate OCC[C@H]1[C@@H](C1)C(=O)OCC